OC1CCC(CC1)C(=O)OC methyl 4-hydroxycyclohexane-1-carboxylate